FC=1C(=C(C=CC1F)[C@@H]1[C@@H](O[C@H]([C@H]1C)C)C(=O)NC1=CC(=NC=C1)C(=O)N)OC (2R,3R,4S,5S)-4-[[3-(3,4-Difluoro-2-methoxy-phenyl)-4,5-dimethyl-tetrahydrofuran-2-carbonyl]amino]pyridin-2-carboxamid